BrC1=CC=C(OC2CN(C2)C(C)=O)C=C1 1-(3-(4-bromophenoxy)azetidin-1-yl)ethan-1-one